CNS(=O)(=O)C=1N=CN(C1)C N-methyl-1-methyl-imidazole-4-sulfonamide